C1(CCCCC1)[C@@H](C(=O)NC1=CC=C(C=C1)C=1C(=NNC1C)C)NC(N(CC)CC)=O (2S)-2-cyclohexyl-2-(diethylcarbamoylamino)-N-[4-(3,5-dimethyl-1H-pyrazol-4-yl)phenyl]acetamide